C1=CC=C2C(=C1)C(=CN2)C[C@H](C(=O)N[C@@H]([C@@H]3[C@H]([C@H]([C@@H](O3)N4C=CC(=O)NC4=O)O)O)C(=O)O)N The molecule is polyoxin C in which the primary amino group has been condensed with D-tryptophan to form a peptide bond.